8-[[(2R)-2-methylpyrrolidin-1-yl]methyl]-2,3-dihydro-1,4-benzoxazepin-5-one C[C@H]1N(CCC1)CC1=CC2=C(C(NCCO2)=O)C=C1